ClC1=CC=C2C(=C(N(C2=C1)C)C=1OC=NN1)C=O 6-chloro-2-(1,3,4-oxadiazol-2-yl)-1-methyl-1H-indole-3-formaldehyde